(E)-3-(2-(4-(2-((4-fluorophenyl)thio)acetamido)piperidin-1-yl)phenyl)-N-hydroxyacrylamide FC1=CC=C(C=C1)SCC(=O)NC1CCN(CC1)C1=C(C=CC=C1)/C=C/C(=O)NO